BrC1=NC(=NC=C1)S(=O)(=O)C 4-bromo-2-methylsulfonyl-pyrimidine